rac-N-[(3S,4R)-7-methyl-4-({[(1s,4S)-4-(1-methyl-1H-pyrazol-4-yl)cyclohexyl]oxy}methyl)-6-oxo-1,3,4,6-tetrahydro-2H-quinolizin-3-yl]methanesulfonamide CC=1C(N2[C@H]([C@H](CCC2=CC1)NS(=O)(=O)C)COC1CCC(CC1)C=1C=NN(C1)C)=O |r|